tert-butyl 2-(3-((5S,8S)-5-(2-(tert-butoxy)-2-oxoethyl)-3,6,9-trioxo-8-phenethyl-1-phenyl-2-oxa-4,7,10-triazaundecan-11-yl)-4-methylphenoxy)-6-azaspiro[3.5]nonane-6-carboxylate C(C)(C)(C)OC(C[C@H](NC(OCC1=CC=CC=C1)=O)C(N[C@H](C(NCC=1C=C(OC2CC3(C2)CN(CCC3)C(=O)OC(C)(C)C)C=CC1C)=O)CCC1=CC=CC=C1)=O)=O